C(C)(C)N1C(N(CCC1)C1=NC=2N(C(=C1)C)C=NC2C(=O)O)=O 2-(3-iso-propyl-2-oxotetrahydropyrimidin-1(2H)-yl)-4-methylimidazo[1,5-a]pyrimidine-8-carboxylic acid